(R)-4-(4-fluoro-2-methoxyphenyl)-3-methylpiperazine-1-carboxylic acid tert-butyl ester C(C)(C)(C)OC(=O)N1C[C@H](N(CC1)C1=C(C=C(C=C1)F)OC)C